1-((1-acryloylazetidin-3-yl)methyl)-7-chloro-6-(3-hydroxynaphthalen-1-yl)quinoxaline-2,3(1H,4H)-dione C(C=C)(=O)N1CC(C1)CN1C(C(NC2=CC(=C(C=C12)Cl)C1=CC(=CC2=CC=CC=C12)O)=O)=O